N(C(=O)N)CCNCCC[Si](OC)(OC)OC (2-ureidoethyl)aminopropyltrimethoxysilane